2-(5-(4-Cyclopropylnaphthalen-1-yl)thiophen-2-ylthio)-2-methylpropionic acid C1(CC1)C1=CC=C(C2=CC=CC=C12)C1=CC=C(S1)SC(C(=O)O)(C)C